3-(4-fluoro-1-oxo-5-(4-(pyrrolidin-1-ylmethyl)-1H-pyrrolo[2,3-b]pyridin-6-yl)isoindolin-2-yl)piperidine-2,6-dione FC1=C2CN(C(C2=CC=C1C1=CC(=C2C(=N1)NC=C2)CN2CCCC2)=O)C2C(NC(CC2)=O)=O